4-(2-(3-(2-chlorophenyl)-5-cyclopropylisoxazol-4-yl)-7-azaspiro[3.5]non-1-en-7-yl)benzoic acid ClC1=C(C=CC=C1)C1=NOC(=C1C1=CC2(C1)CCN(CC2)C2=CC=C(C(=O)O)C=C2)C2CC2